1,3-diaminobenzene iridium [Ir].NC1=CC(=CC=C1)N